NC1=CC=C(C=C1)SC1=C(C=C(N)C=C1)C 4-((4-aminophenyl)thio)-3-methylaniline